4-(methoxymethyl)-N-methyl-5-(3-pyridylmethoxy)-9H-pyrido[3,4-b]indole-3-carboxamide COCC1=C(N=CC=2NC3=CC=CC(=C3C21)OCC=2C=NC=CC2)C(=O)NC